C(CC)OC1=C(C=CC=C1)C1=C(C(=CC=C1)F)F propoxy-2',3'-difluoro-[1,1'-biphenyl]